C(C)OC(C(C(C(=O)OCC)C(C)C)C(C)C)=O 2,3-diisopropyl-succinic acid diethyl ester